6-[4-(fluoromethyl)phenyl]-2-(1-methyl-1H-pyrazol-4-yl)-3-oxo-N-[(2R)-1,1,1-trifluoro-3-hydroxypropan-2-yl]-2,3-dihydropyridazine-4-carboxamide FCC1=CC=C(C=C1)C=1C=C(C(N(N1)C=1C=NN(C1)C)=O)C(=O)N[C@@H](C(F)(F)F)CO